CC(C)(CCCCC)C1=CC=C(C=C1)[C@@H]1C[C@@H](CCC1)O (1R,3S)-3-[4-(2-methylheptan-2-yl)phenyl]cyclohexan-1-ol